1,4-bisacryloyl-piperazine C(C=C)(=O)N1CCN(CC1)C(C=C)=O